NC(C(=O)N1C2CN(CC1C2)C2=CC=C(C=N2)C=2C=1N(C=C(C2)OCC)N=CC1C#N)C1=CC=C(C=C1)F 4-(6-(6-(2-Amino-2-(4-fluorophenyl)acetyl)-3,6-diazabicyclo[3.1.1]hept-3-yl)pyridin-3-yl)-6-ethoxypyrazolo[1,5-a]pyridine-3-carbonitrile